CC=1C=C(CC=2C=C3C(=NNC3=CC2)C#CC2=NC=CC=C2)C=CC1 5-(3-methylbenzyl)-3-(pyridin-2-ylethynyl)-1H-indazole